(2-fluoro-3-methoxyphenyl)-3-(1-methyl-1H-pyrazol-3-yl)-1H-pyrrole-2-carboxylic acid ethyl ester C(C)OC(=O)C=1N(C=CC1C1=NN(C=C1)C)C1=C(C(=CC=C1)OC)F